N2-[3-methyl-1-(2,2,2-trifluoroethyl)-1H-pyrazol-4-yl]-N4-(8-methylcinnolin-4-yl)pyridine-2,4-diamine CC1=NN(C=C1NC1=NC=CC(=C1)NC1=CN=NC2=C(C=CC=C12)C)CC(F)(F)F